methylenebehenamide C=C(C(=O)N)CCCCCCCCCCCCCCCCCCCC